tert-butyl rac-(2S,4S)-2,4-bis(hydroxymethyl)azetidine-1-carboxylate OC[C@H]1N([C@@H](C1)CO)C(=O)OC(C)(C)C |r|